C(C1=CC(C(=O)N2C(C2)C)=CC=C1)(=O)N1C(C1)C isophthaloylbis(2-methylaziridine)